C(C)N(C1=NC(=CC(=N1)C(=O)NC[C@@H](O)[C@H]1N(CC2=CC(=CC=C2C1)OCOC)C(=O)OC(C)(C)C)NC1COC1)C tert-butyl (3S)-3-[(1R)-2-[[2-[ethyl(methyl)amino]-6-(oxetan-3-ylamino)pyrimidine-4-carbonyl]amino]-1-hydroxy-ethyl]-7-(methoxymethoxy)-3,4-dihydro-1H-isoquinoline-2-carboxylate